FC=1C=C(C=C(C1)C(F)(F)F)C(C)OC=1C(=NC=CC1)C1=CC(=CN1C)C(=O)OC methyl 5-(3-{1-[3-fluoro-5-(trifluoromethyl)phenyl] ethoxy}pyridin-2-yl)-1-methyl-1H-pyrrole-3-carboxylate